Cl.CC=1SC=C(N1)C(=O)NC1=CC=C(C=C1)[C@@H]1CNCCO1 |r| (RS)-2-Methyl-N-(4-(morpholin-2-yl)phenyl)thiazole-4-carboxamide hydrochloride